ClC(OC1=CC=C(C=C1)NC(=O)C1=CN(C(C=C1)=O)C1=NN(C=C1)C)(F)F N-[4-(Chlorodifluoro-methoxy)phenyl]-1-(1-methyl-1H-pyrazol-3-yl)-6-oxo-1,6-dihydropyridine-3-carboxamide